C(C)(C)(C)C1=CC=C(C=C1)C=1C=2N(C3=CC=C(C=C3N1)C(=O)N)C=CN2 4-(4-(tert-Butyl)phenyl)imidazo[1,2-a]quinoxaline-7-carboxamide